N4-cyclopentyl-N2-(8-(1-methyl-1H-pyrazol-5-yl)-2,3-dihydrobenzo[b][1,4]dioxin-5-yl)-5-(trifluoromethyl)-7H-pyrrolo[2,3-d]pyrimidine-2,4-diamine C1(CCCC1)NC=1C2=C(N=C(N1)NC1=CC=C(C=3OCCOC31)C3=CC=NN3C)NC=C2C(F)(F)F